ClC=1C=CC=C2C=CC=C(C12)N1CC=2N=CN=C(C2CC1)N1CCN(CC1)C1=C(C(=C(C(=C1SC)F)F)F)F 7-(8-chloranyl-1-naphthyl)-4-[4-[2,3,4,5-tetrakis(fluoranyl)-6-methylsulfanyl-phenyl]piperazin-1-yl]-6,8-dihydro-5H-pyrido[3,4-d]pyrimidine